(S)-ethyl 8-(2-amino-6-((R)-2,2,2-trifluoro-1-(3-(3-methyl-1H-pyrazol-1-yl)-3'-(trifluoromethyl)-[1,1'-biphenyl]-4-yl)ethoxy)pyrimidin-4-yl)-2,8-diazaspiro[4.5]decane-3-carboxylate NC1=NC(=CC(=N1)N1CCC2(C[C@H](NC2)C(=O)OCC)CC1)O[C@@H](C(F)(F)F)C1=C(C=C(C=C1)C1=CC(=CC=C1)C(F)(F)F)N1N=C(C=C1)C